F[C@H]1CN(CC[C@H]1NC1=CC=CN2C(=C(C=C12)C1=NOC(=N1)[C@H](C)NC(OC(C)(C)C)=O)SC(F)(F)F)C tert-butyl N-[(1S)-1-[3-(8-{[(3S,4R)-3-fluoro-1-methylpiperidin-4-yl]amino}-3-[(trifluoromethyl)sulfanyl]indolizin-2-yl)-1,2,4-oxadiazol-5-yl]ethyl]carbamate